C[C@H]1C[C@H]([C@@H](CC1)N)N (1R,2R,4R)-4-methylcyclohexane-1,2-diamine